5-(2-bromo-6-fluorophenyl)-1-tert-butyl-1H-pyrazole BrC1=C(C(=CC=C1)F)C1=CC=NN1C(C)(C)C